ClC1=C(C=CC=C1NC(=O)C=1N(C2=C(CN(CC2)CC)N1)C)C1=C(C(=CC=C1)C=1OC2=C(N1)C=C(C=C2C#N)C=O)C N-(2-chloro-3'-(7-cyano-5-formylbenzo[d]oxazol-2-yl)-2'-Methyl-[1,1'-biphenyl]-3-yl)-5-ethyl-1-methyl-4,5,6,7-tetrahydro-1H-imidazo[4,5-c]pyridine-2-carboxamide